(difluoro(2-(((3S,6S,10aS)-3-(methyl(1-(2-oxo-1,2-dihydropyridin-4-yl)ethyl)carbamoyl)-5-oxodecahydropyrrolo[1,2-a]azocin-6-yl)carbamoyl)benzo[b]thiophen-5-yl)methyl)phosphonic acid FC(C1=CC2=C(SC(=C2)C(N[C@H]2CCCC[C@@H]3N(C2=O)[C@@H](CC3)C(N(C(C)C3=CC(NC=C3)=O)C)=O)=O)C=C1)(F)P(O)(O)=O